NC1=NC=NN2C1=C(C=C2C2=NN(C=C2)C)C2=CC(=C(C=C2)NC=2OC=CN2)OC N-(4-(4-amino-7-(1-methyl-1H-pyrazol-3-yl)pyrrolo[2,1-f][1,2,4]triazin-5-yl)-2-methoxyphenyl)oxazol-2-amine